C(C)[C@@]12NC(N([C@@H]3CCOC4=CC=C(C(N[C@H]5[C@@H](CC6=C5C=C(\C=C/CCC1)C=C6)O)=O)C=C34)C(C2)=O)=N (1R,5R,9Z,16R,17R)-5-ethyl-16-hydroxy-3-imino-24-oxa-2,4,18-triazahexacyclo[18.6.2.22,5.211,14.013,17.023,27]dotriaconta-9,11,13,20,22,27,29-heptaene-19,32-dione